S1C=NC2=C1C=CC(=C2)CN(C(C(=O)O)=O)C2CCC2 2-((benzo[d]thiazol-5-ylmethyl)(cyclobutyl)amino)-2-oxoacetic acid